methyl (3S)-3-(3-chloro-5-(trifluoromethyl)phenyl)-3-(2-(6-((5-fluoro-1,4,5,6-tetrahydropyrimidin-2-yl)amino)-1H-indazole-4-carboxamido)acetamido)propanoate trifluoroacetate FC(C(=O)O)(F)F.ClC=1C=C(C=C(C1)C(F)(F)F)[C@H](CC(=O)OC)NC(CNC(=O)C=1C=2C=NNC2C=C(C1)NC=1NCC(CN1)F)=O